1-(Bis(4-chlorophenyl)methyl)-4-(6-cyano-1-methyl-2-oxo-1,2-dihydro-1,5-naphthyridin-4-yl)piperazine-2-carboxylic acid methyl ester COC(=O)C1N(CCN(C1)C1=CC(N(C2=CC=C(N=C12)C#N)C)=O)C(C1=CC=C(C=C1)Cl)C1=CC=C(C=C1)Cl